2-(methylamino)-ethyl methacrylate C(C(=C)C)(=O)OCCNC